3-Bromo-1-(1-methylcyclohexyl)-5-(2-methylprop-1-en-1-yl)-1H-pyrazole BrC1=NN(C(=C1)C=C(C)C)C1(CCCCC1)C